OC[C@H](C(=O)O)C (R)-3-hydroxy-2-methylpropionic acid